FC=1C(=C(C=CC1)/C=C/C(=O)OC)N=C=NC1=C(C=CC(=C1)C(F)(F)F)OC methyl (2E)-3-{3-fluoro-2-[({[2-methoxy-5-(trifluoromethyl)phenyl]-imino}methylene)amino]phenyl}-2-propenoate